OC1(CCC(CC1)N1C2=NC(=NC=C2N(C1=O)C)NC=1C=C2C=CC=NC2=CC1C)C 9-((1r,4r)-4-hydroxy-4-methylcyclohexyl)-7-methyl-2-((7-methylquinolin-6-yl)amino)-7,9-dihydro-8H-purin-8-one